FC(CN(C1=NC=2N(C3=CC=CC(=C13)F)C=NN2)C2=CC(=CC(=C2)F)C#CC2(CC2)C(F)F)F N-(2,2-difluoroethyl)-N-(3-((1-(difluoromethyl)cyclopropyl)ethynyl)-5-fluorophenyl)-6-fluoro-[1,2,4]triazolo[4,3-a]quinazolin-5-amine